15-(5-bromopyridin-2-yl)-3,6,9,12-tetraoxapentadec-14-yn-1-ol BrC=1C=CC(=NC1)C#CCOCCOCCOCCOCCO